C1(CC1)N1CCN(CC1)C1=C(N)C=C(C(=C1)OC)C1=NC=C2C=C(C=3N(C2=C1)C=CN3)C3=C(C(=CC(=C3Cl)OC)OC)Cl 2-(4-cyclopropylpiperazin-1-yl)-5-(4-(2,6-dichloro-3,5-dimethoxyphenyl)imidazo[1,2-a][1,6]naphthyridin-8-yl)-4-methoxyaniline